(R)-2-amino-2-(4-(2-chloropyridin-3-yl)phenyl)ethan-1-ol N[C@@H](CO)C1=CC=C(C=C1)C=1C(=NC=CC1)Cl